3-fluoro-4-(6-(5-fluoropyridin-2-yl)-1-(3-methyloxetan-3-yl)-1H-benzo[d]imidazol-2-yl)-6-methoxybenzene-1,2-diol FC1=C(C(=C(C=C1C1=NC2=C(N1C1(COC1)C)C=C(C=C2)C2=NC=C(C=C2)F)OC)O)O